N-(2-fluoropyridin-4-yl)-2,3,6,6-tetramethyl-4-oxo-2,4,5,6,7,8-hexahydropyrrolo[3,4-c]azepine-1-carboxamide FC1=NC=CC(=C1)NC(=O)C=1N(C(=C2C(NC(CCC21)(C)C)=O)C)C